FC(C=1C=CC(=NC1)O[C@@H](CNC1=NC=NC(=C1Cl)CC)C)(F)F |r| (RS)-N-(2-((5-trifluoromethylpyridin-2-yl)oxy)propyl)-5-chloro-6-ethylpyrimidin-4-amine